OCC1=NC=C(C=N1)NC(O[C@H](C)[C@H](C)OC1=CC2=C(N=C(S2)C2=C3N=CC(=NC3=CC(=C2)C)OCC)C=C1F)=O (2R,3S)-3-((2-(2-ethoxy-7-methylquinoxalin-5-yl)-5-fluorobenzo[d]thiazol-6-yl)oxy)butan-2-yl (2-(hydroxymethyl)pyrimidin-5-yl)carbamate